(R)-2-fluoro-4-((4-(3-hydroxyazetidin-1-yl)pyrimidin-2-yl)amino)-N-(8-methylisoquinolin-1-yl)-N-(piperidin-3-yl)benzamide FC1=C(C(=O)N([C@H]2CNCCC2)C2=NC=CC3=CC=CC(=C23)C)C=CC(=C1)NC1=NC=CC(=N1)N1CC(C1)O